ClCC1=NC=C(C=C1C1CC1)F 2-(chloromethyl)-3-cyclopropyl-5-fluoropyridine